C(C)OC(=O)C1=CC(=NN1C)C1=NC=C(C=C1)C#N 3-(5-cyanopyridin-2-yl)-1-methyl-1H-pyrazole-5-carboxylic acid ethyl ester